[Br-].S1N=CN=C1C1=CC=[N+](C=C1)CC(=O)NCCC(=O)OC methyl 3-[[2-[4-(1,2,4-thiadiazol-5-yl)pyridin-1-ium-1-yl]acetyl]amino]propanoate Bromide